2-chloro-6-fluoropyrrolo[2,1-f][1,2,4]triazine ClC1=NN2C(C=N1)=CC(=C2)F